ClC1=NC=C(C(=C1)C1=C(C=NC(=C1)C)C(=O)NC=1SC2=C(N1)CN(C2)CC2=NC=CC=C2C(F)F)OC 2'-Chloro-N-(5-(3-(difluoromethyl)picolinyl)-5,6-dihydro-4H-pyrrolo[3,4-d]thiazol-2-yl)-5'-methoxy-6-methyl-[4,4'-bipyridine]-3-carboxamide